Cl.Cl.C1(CCC1)C1=C2C=CC(=CC2=CC=C1)O 5-cyclobutylnaphthalene-2-ol dihydrochloride